FC1=C(C=C(C=C1)F)[C@@H]1N(CCC1)C1=NC=2N(C=C1)N=CC2C(=O)N (R)-5-(2-(2,5-difluorophenyl)pyrrolidin-1-yl)pyrazolo[1,5-a]pyrimidine-3-carboxamide